CC1=NC(=C2N1C=CC=C2)C2=NC=C(C=N2)C(=O)O (3-methylimidazo[1,5-a]pyridin-1-yl)pyrimidine-5-carboxylic acid